(S)-6-(cyclopropylmethyl)-N-((S)-1-(5-(7-fluoro-1-methyl-2-oxo-1,2-dihydroquinolin-6-yl)oxazol-2-yl)-7-oxononyl)-6-azaspiro[2.5]octane-1-carboxamide C1(CC1)CN1CCC2(C[C@@H]2C(=O)N[C@@H](CCCCCC(CC)=O)C=2OC(=CN2)C=2C=C3C=CC(N(C3=CC2F)C)=O)CC1